5-ethyl-6-fluoro-4-(8-fluoro-2-(((2r,7as)-2-fluoro-hexahydro-1H-pyrrolizin-7a-yl)methoxy)-4-(3-(pyridin-4-yl)azetidin-1-yl)pyrido[4,3-d]pyrimidin-7-yl)naphthalen-2-ol C(C)C1=C2C(=CC(=CC2=CC=C1F)O)C1=C(C=2N=C(N=C(C2C=N1)N1CC(C1)C1=CC=NC=C1)OC[C@]12CCCN2C[C@@H](C1)F)F